FC1=C(C=CC=C1F)[C@@H]1N(OCC1)C1=CC(=NC=N1)NC=1C(=CC(=C(C1)NC(C=C)=O)N1[C@@H](CN(CC1)C)C)OC N-(5-((6-((R)-3-(2,3-difluorophenyl)isoxazolidine-2-yl)pyrimidine-4-yl)amino)-2-((R)-2,4-dimethylpiperazine-1-yl)-4-methoxyphenyl)acrylamide